3-[4-amino-6-iodo-5-(4-phenoxyphenyl)-7H-pyrrolo[2,3-d]pyrimidin-7-yl]cyclobutan-1-ol NC=1C2=C(N=CN1)N(C(=C2C2=CC=C(C=C2)OC2=CC=CC=C2)I)C2CC(C2)O